C1(=CC=CC=C1)C(C1=CC=CC=C1)=NC1C(N(C(C(C1)C1=C(C(=CC(=C1)F)F)F)C)CCCCCOCC#C)=O 3-(diphenylmethyleneamino)-6-methyl-1-(5-prop-2-ynyloxypentyl)-5-(2,3,5-trifluorophenyl)piperidin-2-one